(R)-1-(4-(6-amino-5-(trifluoromethoxy)pyridin-3-yl)-1-(3-(4,4-difluoropiperidin-1-yl)bicyclo[1.1.1]Pentane-1-yl)-1H-imidazol-2-yl)-2-methylpropan-1-ol NC1=C(C=C(C=N1)C=1N=C(N(C1)C12CC(C1)(C2)N2CCC(CC2)(F)F)[C@@H](C(C)C)O)OC(F)(F)F